C(C1=CC=CC=C1)N1CCC(CC1)[C@@H](CNC(=O)N1[C@@H](CN(CC1)C1=CC(=C(C=C1)F)C#N)C)OC (2R)-N-[(2S)-2-(1-benzylpiperidin-4-yl)-2-methoxyethyl]-4-(3-cyano-4-fluorophenyl)-2-methylpiperazine-1-carboxamide